C(C1=CC=CC=C1)OC(=O)N1CC2=C(C=C(C=C2CC1)Cl)C=O 6-chloro-8-formyl-3,4-dihydroisoquinoline-2(1H)-carboxylic acid benzyl ester